3-acetamido-N-(((2S,5R)-6-hydroxy-7-oxo-1,6-diazabicyclo[3.2.1]octan-2-yl)(imino)methyl)propanamide C(C)(=O)NCCC(=O)NC(=N)[C@H]1N2C(N([C@H](CC1)C2)O)=O